COC(CN(C1=CC2=CC=C(C=C2C=C1)C=1N=NC(=NN1)C)C)=O N-methyl-N-(6-(6-methyl-1,2,4,5-tetrazine-3-yl)naphthalene-2-yl)glycine methyl ester